COC1=CC=C(C2=CC=CC=C12)C1=NC(=NC(=N1)C(Cl)(Cl)Cl)C(Cl)(Cl)Cl 2-(4-methoxynaphth-1-yl)-4,6-bis(trichloromethyl)-s-triazine